ethyl-6-oxo-1-[3-(2-trimethylsilylethynyl)phenyl]pyridine C(C)C=1N(C(C=CC1)=O)C1=CC(=CC=C1)C#C[Si](C)(C)C